FC1=C(C=C2C(=NC=NC2=C1)N1CC2(C1)CCNCC2)C=O 2-(7-fluoro-6-formylquinazolin-4-yl)-2,7-diazaspiro[3.5]nonane